CC1=NN(C=C1N)C1CCOCC1 3-methyl-1-(tetrahydro-2H-pyran-4-yl)-1H-pyrazol-4-amine